(3-((7-amino-2-(furan-2-yl)-[1,2,4]triazolo[1,5-a][1,3,5]triazin-5-yl)-L-prolyl)-3,8-diazabicyclo[3.2.1]octan-8-yl)(phenyl)methanone NC1=NC(=NC=2N1N=C(N2)C=2OC=CC2)N2[C@@H](CCC2)C(=O)N2CC1CCC(C2)N1C(=O)C1=CC=CC=C1